NC1(CCC1)C(=O)O 1-Amino-1-cyclobutanecarboxylic acid